(R)-tert-butyl 3-((S)-3-(4-(4-(((benzyloxy)carbonyl)amino)piperidin-1-yl)phenyl)-1-(tert-butyloxy)-1-oxopropan-2-yl)pyrrolidine-1-carboxylate C(C1=CC=CC=C1)OC(=O)NC1CCN(CC1)C1=CC=C(C=C1)C[C@H](C(=O)OC(C)(C)C)[C@@H]1CN(CC1)C(=O)OC(C)(C)C